3-(4-tricosyl-1-piperazinyl)-1,2-propanediol C(CCCCCCCCCCCCCCCCCCCCCC)N1CCN(CC1)CC(CO)O